(2R,3S)-2-((E)-3-(6-bromo-7-nitro-1H-benzo[d]imidazol-1-yl)prop-1-en-1-yl)piperidin-3-ol BrC=1C=CC2=C(N(C=N2)C/C=C/[C@H]2NCCC[C@@H]2O)C1[N+](=O)[O-]